NC([C@H](CCC(=O)O)N1C(C2=CC=CC(=C2C1)OCC1=C(C=C(C=C1)CN1CCOCC1)NCCOC)=O)=O (4S)-5-amino-4-[4-[[2-(2-methoxyethylamino)-4-(morpholinomethyl)phenyl]-methoxy]-1-oxo-isoindolin-2-yl]-5-oxo-pentanoic acid